cis-4,5-Epoxy-(2E)-nonenal C(\C=C\C1C(CCCC)O1)=O